2-(5-amino-3-pyridyl)-1-morpholino-ethanone NC=1C=C(C=NC1)CC(=O)N1CCOCC1